4-bromo-2,3-dichloro-thiophene BrC=1C(=C(SC1)Cl)Cl